C(C)(=O)OC[C@@H]1O[C@@H](CCC1)OCCCON1C(C2=CC=CC=C2C1=O)=O (2R,3R,4S,5S,6S)-2-(Acetoxymethyl)-6-(3-((1,3-dioxoisoindolin-2-yl)oxy)propoxy)tetrahydro-2H-pyran